1-(3-(4-amino-7-methyl-5-(4-((6-methylpyridin-2-yl)oxy)phenyl)-7H-pyrrolo[2,3-d]pyrimidin-6-yl)-4-fluoropyrrolidin-1-yl)prop-2-en-1-one NC=1C2=C(N=CN1)N(C(=C2C2=CC=C(C=C2)OC2=NC(=CC=C2)C)C2CN(CC2F)C(C=C)=O)C